C(C)(C)(C)OC(=O)N[C@H](C(SCCNC(=O)OC(C)(C)C)=O)CSCC1=CC=C(C=C1)OC S-(2-((tert-butoxycarbonyl)amino)ethyl) (S)-2-((tertbutoxycarbonyl)amino)-3-((4-methoxybenzyl)thio)propanethioate